C1(CC1)C=1C2=C(C(NC1)=O)N(C(=C2)C=O)COCC[Si](C)(C)C 4-cyclopropyl-7-oxo-1-(2-trimethylsilylethoxymethyl)-6H-pyrrolo[2,3-c]pyridine-2-carbaldehyde